glycerol trisebacate C(CCCCCCCCC(=O)O)(=O)O.C(CCCCCCCCC(=O)O)(=O)O.C(CCCCCCCCC(=O)O)(=O)O.OCC(O)CO